methyl 7-[5-(3,5-dichlorophenyl)-4,5-dihydro-5-(tri-fluoromethyl)-3-isoxazolyl]thieno[2,3-c]pyridine-4-carboxylate ClC=1C=C(C=C(C1)Cl)C1(CC(=NO1)C1=NC=C(C2=C1SC=C2)C(=O)OC)C(F)(F)F